(5-(6-(piperazin-1-yl)-1H-benzo[d]imidazol-2-yl)-1H-pyrrol-3-yl)(2-(trifluoromethyl)phenyl)methanone hydrochloride Cl.N1(CCNCC1)C=1C=CC2=C(NC(=N2)C2=CC(=CN2)C(=O)C2=C(C=CC=C2)C(F)(F)F)C1